ClC=1C=C2C(=CC1)NC(C21CCN(CC1)CCOC=1C=C2CN(C(C2=CC1)=O)C1C(N(C(CC1)=O)C)=O)=O 3-{5-[2-(5-chloro-2-oxospiro[indoline-3,4'-piperidin]-1'-yl)ethoxy]-1-oxo-2-isoindolinyl}-1-methyl-2,6-piperidinedione